COC=1C=C(C=CC1C)NC(=O)C1CCC(CC1)N1C(NC2=C1C=CC=C2NC2=NC=CC=N2)=O N-(3-methoxy-4-methylphenyl)-4-{2-oxo-4-[(pyrimidin-2-yl)amino]-2,3-dihydro-1H-1,3-benzodiazol-1-yl}cyclohexane-1-carboxamide